tetramethoxy-2,4-diamino-1,3,5-triazine COC1(NC(NC(N1)(N)OC)(N)OC)OC